(R)-2-chloro-6-(5-(((1-(2-chloropyridin-3-yl)ethoxy)carbonyl)amino)-1-methyl-1H-1,2,3-triazol-4-yl)nicotinic acid ClC1=C(C(=O)O)C=CC(=N1)C=1N=NN(C1NC(=O)O[C@H](C)C=1C(=NC=CC1)Cl)C